C(CCCCCCCCCCCCCCC)C(C(=O)O)CCCC(C)C.C(CCCCCCCCCCCCCCC)OC(C(CCCC)CC)=O.FC=1C(=NC(=NC1)N1C[C@@H](N([C@H](C1)C)C)C)N1CC(C1)C(=O)NC(C)(C)C1=CN=C2N1C=CC=C2 1-{5-fluoro-2-[(3s,5s)-3,4,5-trimethylpiperazin-1-yl]pyrimidin-4-yl}-N-(2-{imidazo[1,2-a]pyridin-3-yl}propan-2-yl)azetidine-3-carboxamide cetyl-2-ethylhexanate (cetyl-isooctanoate)